2-[(3S,4S)-4-amino-3-methyl-2-oxa-8-azaspiro[4.5]decan-8-yl]-5-(2,3-dichlorophenyl)-6-methylpyrimidine-4-carboxamide N[C@@H]1[C@@H](OCC12CCN(CC2)C2=NC(=C(C(=N2)C(=O)N)C2=C(C(=CC=C2)Cl)Cl)C)C